NC1=NC=C(C=N1)C#CC=1C(=C(C=CC1F)NC(C1=C(N=CC(=C1)Cl)OC)=O)F N-(3-((2-aminopyrimidin-5-yl)ethynyl)-2,4-difluorophenyl)-5-chloro-2-methoxynicotinamide